C(C)(=O)N1CCC(CC1)C1=CC2=C(N=CN=C2O)N(C1=O)C 6-(1-acetyl-4-piperidyl)-4-hydroxy-8-methyl-pyrido[2,3-d]pyrimidin-7-one